(4R)-4-methyl-8-oxooctahydro-2H-pyrido[1,2-a]pyrazine-2-carboxylic acid tert-butyl ester C(C)(C)(C)OC(=O)N1CC2N([C@@H](C1)C)CCC(C2)=O